3-(ethylsulfanyl)-7-(trifluoromethyl)imidazo[1,2-a]pyridine-2-carboxylic acid methyl ester COC(=O)C=1N=C2N(C=CC(=C2)C(F)(F)F)C1SCC